FC1=CC2=C(C[Se](C2)=O)C=C1 5-fluoro-1,3-dihydrobenzo[c]selenophene-2-oxide